C(CCCCCCCCCCC)SC1=C(OC=C1)C 3-(dodecylthio)-2-methylfuran